N1C(N)=CC=2N=CNC2C1=O 3-deazaguanine